N-(1-(5-chloro-2,3-dihydro-1H-inden-1-yl)-1H-pyrazol-4-yl)-5-(furan-2-yl)isoxazole-3-carboxamide ClC=1C=C2CCC(C2=CC1)N1N=CC(=C1)NC(=O)C1=NOC(=C1)C=1OC=CC1